8-chloro-1,7-naphthyridine-6-carboxylic acid ClC=1N=C(C=C2C=CC=NC12)C(=O)O